trans-8-((4-((Z)-(tert-Butoxyimino)(pyridin-2-yl)methyl)cyclohexyl)(methyl)amino)-5-methyl-6-oxo-5,6-dihydro-1,5-naphthyridine-2-carbonitrile C(C)(C)(C)O\N=C(\[C@@H]1CC[C@H](CC1)N(C1=CC(N(C=2C=CC(=NC12)C#N)C)=O)C)/C1=NC=CC=C1